F[C@H]1[C@]2(CC[C@@H](C[C@@H]1N(C1=CC=C(N=N1)C1=C(C=C(C=C1)N1N=NC=C1)O)C)N2)C 2-(6-(((1R,2R,3S,5S)-2-fluoro-1-methyl-8-azabicyclo[3.2.1]octan-3-yl)(methyl)amino)pyridazin-3-yl)-5-(1H-1,2,3-triazol-1-yl)phenol